ClC=1N=C(C2=C(N1)NC(C21CCCC1)=O)NC1(CC1)C 2'-chloro-4'-[(methylcyclopropyl)amino]-6',7'-dihydrospiro[cyclopentane-1,5'-pyrrolo[2,3-d]pyrimidine]-6'-one